bis-[(1-ethyl (3-oxetanyl)methyl)] ether C(C)C(C1COC1)OC(CC)C1COC1